F[B-](C(=C)C(F)(F)F)(F)F.[K+] potassium trifluoro(3,3,3-trifluoroprop-1-en-2-yl)boranuide